[[4-[5-(trifluoromethyl)-1,2,4-oxadiazol-3-yl]phenyl]methyl]urea FC(C1=NC(=NO1)C1=CC=C(C=C1)CNC(=O)N)(F)F